Z-3,7-Dimethylnona-2,6-dien-1-ol C/C(=C/CO)/CCC=C(CC)C